C(C1=CC=CC=C1)(=O)[O-].C[NH+]1[C@@H](CCC1)C=1C=NC=CC1C (2S)-1-methyl-2-(4-methylpyridin-3-yl)pyrrolidin-1-ium benzoate